ClC=1C(=C2C(=NC1)NC(=N2)C2=CC=C(C=C2)N2CCC(CC2)CCO)NC2CCN(CC2)C(C)C 2-{1-[4-(6-Chloro-7-{[1-(1-methylethyl)piperidin-4-yl]amino}-3H-imidazo[4,5-b]pyridin-2-yl)phenyl]piperidin-4-yl}ethanol